(benzyloxy)-2-(4-(3-chloropropyloxy)phenyl)-3-hydroxyquinolin-4(1H)-one C(C1=CC=CC=C1)ON1C(=C(C(C2=CC=CC=C12)=O)O)C1=CC=C(C=C1)OCCCCl